N=1SC(=C2C1C=CC=C2)N2CCC(CC2)C=2N(C=C(N2)C(=O)N)CC2=NC=CN=C2 (1-(benzo[c]isothiazol-3-yl)piperidin-4-yl)-1-(pyrazin-2-ylmethyl)-1H-imidazole-4-carboxamide